FC1=C(C=CC=C1)NC1=C(C(=O)NC2=CC(=NN2C)C(F)(F)F)C=CC=C1 2-((2-Fluorophenyl)amino)-N-(1-methyl-3-(trifluoromethyl)-1H-pyrazol-5-yl)benzamide